4-(5-ethyl-3H-[1,2,3]triazolo[4,5-b]pyridin-3-yl)-2-fluorobenzoic acid C(C)C1=CC=C2C(=N1)N(N=N2)C2=CC(=C(C(=O)O)C=C2)F